i-propyl-tri-tert-butoxysilane tert-butyl-5-(2-ethoxy-2-oxo-acetyl)-3,3-difluoro-4-pyrrolidin-1-yl-2,6-dihydropyridine-1-carboxylate C(C)(C)(C)OC(=O)N1CC(C(=C(C1)C(C(=O)OCC)=O)N1CCCC1)(F)F.C(C)(C)[Si](OC(C)(C)C)(OC(C)(C)C)OC(C)(C)C